Cl.C12CN(CC(O1)C2)C2=NNC1=C2C=NC(=C1)C(=O)N (3-(6-oxa-3-azabicyclo[3.1.1]hept-3-yl)-1H-pyrazolo[4,3-c]pyridin-6-yl)carboxamide hydrochloride